FC1=C(C=CC(=C1)F)CCC(=O)NC1=NC=CC2=C1NC1=CC(=CC=C21)OC 3-(2,4-difluorophenyl)-N-(7-methoxy-9H-pyrido[3,4-b]indol-1-yl)propanamide